4-(5-(3,4-dichloro-5-(trifluoromethyl)phenyl)-5-(trifluoromethyl)-4,5-dihydroisoxazol-3-yl)-2-methylbenzoic acid ClC=1C=C(C=C(C1Cl)C(F)(F)F)C1(CC(=NO1)C1=CC(=C(C(=O)O)C=C1)C)C(F)(F)F